ClC=1C(=NC=C2C=C(C=NC12)C=1C(=NC=C(C1)[N+](=O)[O-])C)NC 8-chloro-N-methyl-3-(2-methyl-5-nitro-3-pyridinyl)-1,6-naphthyridin-7-amine